C12(CC(C1)C2)C[C@H](COC2=NC(=NC(=C2)C2=C(C=CC=C2C)C)NS(=O)(=O)C=2C=C(C(=O)O)C=CC2)NCC=2N=C1C(=NC2)OC(=C1)C1CC1 3-[[4-[(2R)-3-(1-bicyclo[1.1.1]pentanyl)-2-[(6-cyclopropylfuro[2,3-b]pyrazin-2-yl)methylamino]propoxy]-6-(2,6-dimethylphenyl)pyrimidin-2-yl]sulfamoyl]benzoic acid